(R)-4-acryloyl-2-(hydroxymethyl)piperazine-1-carboxylic acid tert-butyl ester C(C)(C)(C)OC(=O)N1[C@H](CN(CC1)C(C=C)=O)CO